ClC1=NC=CC(=C1)C=1C=2N(C(=NC1C1=CC=CC=C1)N)C=NN2 8-(2-Chloropyridin-4-yl)-7-phenyl-[1,2,4]triazolo[4,3-c]pyrimidin-5-amine